4-(methyl-(isoquinolin-8-yl)amino)piperidine-1-carboxylic acid tert-butyl ester C(C)(C)(C)OC(=O)N1CCC(CC1)N(C=1C=CC=C2C=CN=CC12)C